FC1=CC2=CC=CC=C2C(=C1)F 2,4-difluoronaphthalene